butoxy ethyl-(3-ethyl-3-oxetanyl-methyl) ether C(C)C(C1(COC1)CC)OOCCCC